ethyldimethylmethoxysilane C(C)[Si](OC)(C)C